rac-(4aS,7aS)-N-[4-(3-Cyanophenyl)-5-(2,6-dimethyl-4-pyridyl)thiazol-2-yl]-3,4,4a,5,7,7a-hexahydro-2H-pyrrolo[3,4-b][1,4]oxazin-6-carboxamid C(#N)C=1C=C(C=CC1)C=1N=C(SC1C1=CC(=NC(=C1)C)C)NC(=O)N1C[C@@H]2OCCN[C@H]2C1 |r|